CN(CCC(=O)NC1=CC=C2C(N(C=NC2=C1)CC1(CCNCC1)O)=O)C 3-(dimethylamino)-N-(3-((4-hydroxypiperidin-4-yl)methyl)-4-oxo-3,4-dihydroquinazolin-7-yl)propanamide